O=C1NC(CCC1N1CC2=NC(=CC=C2C1=O)C1(CCN(CC1)C(=O)OC(C)(C)C)O)=O tert-butyl 4-(6-(2,6-dioxopiperidin-3-yl)-5-oxo-6,7-dihydro-5H-pyrrolo[3,4-b]pyridin-2-yl)-4-hydroxypiperidine-1-carboxylate